C(C1=CC=CC=C1)C1(CN(CC1)S(=O)(=O)C1=NN(N=C1)C)C=1C=C2C=NN(C2=CC1C)C=1C=CC(N(C1)CC)=O 5-(5-(3-benzyl-1-((2-methyl-2H-1,2,3-triazol-4-yl)sulfonyl)pyrrolidin-3-yl)-6-methyl-1H-indazol-1-yl)-1-ethylpyridin-2(1H)-one